4-((1-(4-(2-(2-aminopyridin-3-yl)-5-(pyridin-3-yl)-3H-imidazo[4,5-b]pyridin-3-yl)benzyl)piperidin-4-yl)amino)pyrimidine-2-carbonitrile NC1=NC=CC=C1C1=NC=2C(=NC(=CC2)C=2C=NC=CC2)N1C1=CC=C(CN2CCC(CC2)NC2=NC(=NC=C2)C#N)C=C1